1-[8-[(3R)-3-methylpiperazin-1-yl]-4-isoquinolyl]hexahydropyrimidine-2,4-dione C[C@@H]1CN(CCN1)C=1C=CC=C2C(=CN=CC12)N1C(NC(CC1)=O)=O